NC=1C=CC=C2CN(C(C12)=O)CC(=O)O (7-amino-1-oxo-isoindolin-2-yl)acetic acid